C1(CCCC1)OCC1=CC(=NC=C1C1=C(C(=CC(=C1)OC)OC1CC1)F)NC1(CCOCC1)C(=O)O 4-((4-((cyclopentyloxy)methyl)-5-(3-cyclopropoxy-2-fluoro-5-methoxyphenyl)pyridin-2-yl)amino)tetrahydro-2H-pyran-4-carboxylic acid